2,5-dichloro-sulfanilic acid ClC1=C(S(=O)(=O)O)C=C(C(=C1)N)Cl